fluorovinyl-sulfonic acid FC=CS(=O)(=O)O